BrC1=CC=C(C=C1)C(C)(C)C=1N=C(SC1)NC(=O)NCC 1-(4-(2-(4-bromophenyl)-propan-2-yl)thiazol-2-yl)-3-ethylurea